C(C=C)N1N(C2=NC(=NC=C2C1=O)S(=O)C)C1=NC(=CC=C1)F 2-allyl-1-(6-fluoropyridin-2-yl)-6-(methylsulfinyl)-1,2-dihydro-3H-pyrazolo[3,4-d]pyrimidin-3-one